C(CCCCCCCCCCCCCCC(C)C)Br isooctadecyl bromide